C(CCCCCCCC)C1=C(C=CC=C1)P(O)(O)(C1=C(C=CC=C1)CCCCCCCCC)OC1=C(C=C(C=C1)C(C)(C)C1=CC(=C(C=C1)O)C(C)(C)C)C(C)(C)C 4,4'-isopropylidenebis(2-tert-butylphenol) bis(nonylphenyl)phosphite